ClC=1C=C(C=C2C3(C(N(C12)C)=O)CC3)C3N(CCCC3)C(=O)OC(C)(C)C tert-butyl 2-(7'-chloro-1'-methyl-2'-oxospiro[cyclopropane-1,3'-indolin]-5'-yl)piperidine-1-carboxylate